C(C1=CC=CC=C1)OC(=O)N(CCN(C=1C=C(C(=O)OC)C=CC1)C1=CC=NC2=CC=C(C=C12)Cl)CCCNC(=O)OC(C)(C)C methyl 3-[2-[benzyloxycarbonyl-[3-(tert-butoxycarbonylamino)propyl]amino]ethyl-(6-chloro-4-quinolyl)amino]benzoate